1'-{2-[4-(1-methanesulfonyl-ethyl)phenoxy]ethyl}-2-oxo-1,2-dihydrospiro[indole-3,4'-piperidine]-5-carbonitrile CS(=O)(=O)C(C)C1=CC=C(OCCN2CCC3(CC2)C(NC2=CC=C(C=C23)C#N)=O)C=C1